(4-nitrophenyl) N-[3-[5,7-difluoro-2-(4-fluorophenyl)-1H-indol-3-yl]cyclobutyl]carbamate FC=1C=C2C(=C(NC2=C(C1)F)C1=CC=C(C=C1)F)C1CC(C1)NC(OC1=CC=C(C=C1)[N+](=O)[O-])=O